trans-methyl 4-((3-(1-cyclopropyl-1H-pyrazol-4-yl)phenyl)((trans-4-(4-methoxy-3-methylphenyl)-cyclohexyl)methyl)-carbamoyl)cyclohexane-carboxylate C1(CC1)N1N=CC(=C1)C=1C=C(C=CC1)N(C(=O)[C@@H]1CC[C@H](CC1)C(=O)OC)C[C@@H]1CC[C@H](CC1)C1=CC(=C(C=C1)OC)C